di-tert-butyl phosphate potassium salt [K+].P(=O)(OC(C)(C)C)(OC(C)(C)C)[O-]